ClC=1C(=NC=C(C1)NC(=O)C=1C=NN(C1C(F)(F)F)C1=C2C=CN=C(C2=CC=C1)OC)N1N=CC(=N1)C(=O)OC methyl 2-(3-chloro-5-(1-(1-methoxyisoquinolin-5-yl)-5-(trifluoromethyl)-1H-pyrazole-4-carboxamido)pyridin-2-yl)-2H-1,2,3-triazole-4-carboxylate